tert-butyl (5-(2-(3,3-difluoroazetidine-1-yl)-1-hydroxyethyl)thiazol-2-yl)carbamate FC1(CN(C1)CC(O)C1=CN=C(S1)NC(OC(C)(C)C)=O)F